[N+](=O)([O-])C1=C(C=CC(=C1F)[N+](=O)[O-])CCCC(=O)O 2,4-dinitrofluorobenzenebutyric acid